C(C)(=O)OC(C1=C(C(=NO1)C)C(=O)OCC)C1=CC(=CC=C1)F ethyl 5-(acetoxy(3-fluorophenyl)methyl)-3-methylisoxazole-4-carboxylate